COC=1C=C(C=C2N=CC=NC12)CNC=1C=NC=CC1N1CCNCC1 N-((8-methoxyquinoxalin-6-yl)methyl)-4-(piperazin-1-yl)pyridin-3-amine